FC(COP(=O)(OCC(F)(F)F)C([C@@H]1O[C@H]([C@@H]([C@@H]1O)O)N1C=CC2=C1N=C(N=C2NC2CCCC2)Cl)OC)(F)F (2R,3S,4R,5R)-2-[bis(2,2,2-trifluoro-ethoxy)phosphoryl-methoxymethyl]-5-[2-chloro-4-(cyclopentyl-amino)pyrrolo[2,3-d]-pyrimidin-7-yl]tetra-hydrofuran-3,4-diol